NCCC(COCCOCCOCCOCCOCCOCCOCCOCCOCCC(=O)N)N=[N+]=[N-] (2-Aminoethyl)-1-azido-3,6,9,12,15,18,21,24,27-nonaoxatriacontan-30-amide